NCCC1=CC=C(C=C1)S(=O)(=O)N 4-(2-aminoethyl)benzene-sulfonamide